[1-(5-bromopyrimidin-2-yl)cyclopropyl]methyl acetate C(C)(=O)OCC1(CC1)C1=NC=C(C=N1)Br